Cl.ClC1=CC=CC(=N1)N(C)CC1(CC1)C(=O)N[C@H]1C[C@H](NCC1)C 1-(((6-chloropyridin-2-yl)(methyl)amino)methyl)-N-((2R,4R)-2-methylpiperidin-4-yl)cyclopropane-1-carboxamide HCl